7-bromo-8-fluoro-5-methylquinolin-2(1H)-one BrC1=CC(=C2C=CC(NC2=C1F)=O)C